O1C(=NC=C1)C=1SC(=C(N1)C1=CC=CC=C1)NC(=O)[C@H]1N(CCC1)C([C@@H](NC([C@H](C)NCC)=O)C1CCCCC1)=O (S)-1-[(S)-2-cyclohexyl-2-((S)-2-ethylamino-propionylamino)-acetyl]-pyrrolidine-2-carboxylic acid (2-oxazol-2-yl-4-phenyl-thiazol-5-yl)-amide